The molecule is an amino disaccharide consisting of N-acetyl-D-glucosamine having a beta-D-galactosyl residue attached at the 6-position. It is an amino disaccharide and a glucosamine oligosaccharide. CC(=O)N[C@@H]1[C@H]([C@@H]([C@H](OC1O)CO[C@H]2[C@@H]([C@H]([C@H]([C@H](O2)CO)O)O)O)O)O